(1S,2R)-2-[8-amino-1-(4-{[4-(trifluoromethyl)pyridin-2-yl]carbamoyl}phenyl)imidazo[1,5-a]pyrazin-3-yl]cyclopropanecarboxylic acid NC=1C=2N(C=CN1)C(=NC2C2=CC=C(C=C2)C(NC2=NC=CC(=C2)C(F)(F)F)=O)[C@H]2[C@H](C2)C(=O)O